C1CCC12NCCN(C2)C(=O)[O-] 5,8-diazaspiro[3.5]Nonane-8-carboxylate